(2R)-1-(1H-indol-3-yl)propan-2-amine N1C=C(C2=CC=CC=C12)C[C@@H](C)N